C(C)(C)(C)OC(=O)N[C@@H]([C@@H](C(=O)OC1=C(C(=C(C(=C1F)F)F)F)F)O)CC1=CC=CC=C1 (2,3,4,5,6-pentafluorophenyl) (2S,3R)-3-(tert-butoxycarbonylamino)-2-hydroxy-4-phenyl-butanoate